4-tert-butyl-N-[5-chloro-2-(hydroxy-imidazo[1,2-a]pyridin-6-yl-methyl)-pyridin-3-yl]-N-methoxymethyl-benzenesulfonamide C(C)(C)(C)C1=CC=C(C=C1)S(=O)(=O)N(COC)C=1C(=NC=C(C1)Cl)C(C=1C=CC=2N(C1)C=CN2)O